2-[(4-{6-[(4-Cyano-2-fluorobenzyl)oxy]pyridin-2-yl}piperidin-1-yl)methyl]-1-[(2S)-tetrahydrofuran-2-ylmethyl]-1H-benzimidazol C(#N)C1=CC(=C(COC2=CC=CC(=N2)C2CCN(CC2)CC2=NC3=C(N2C[C@H]2OCCC2)C=CC=C3)C=C1)F